4-(3-(1-methyl-1H-indazol-6-yl)-1,4-dihydrothieno[2',3':4,5]cyclopenta[1,2-c]pyrazol-6-yl)morpholine ammonium citrate sodium acetate C(C)(=O)[O-].[Na+].C(CC(O)(C(=O)O)CC(=O)O)(=O)[O-].[NH4+].CN1N=CC2=CC=C(C=C12)C=1C2=C(NN1)C1=C(C2)SC(=C1)N1CCOCC1